ethyl 1-(2-oxo-2-(pyrrolidin-1-yl)ethyl)-3-(trifluoromethyl)-1H-pyrazole-5-carboxylate O=C(CN1N=C(C=C1C(=O)OCC)C(F)(F)F)N1CCCC1